ClC1=C(OC2=C(C=CC=C2)NC(=O)C=2C(=NN(C2F)C)C(F)F)C=CC(=C1)C(F)(F)F N-[2-[2-chloro-4-(trifluoromethyl)phenoxy]phenyl]-3-(difluoromethyl)-5-fluoro-1-methyl-pyrazole-4-carboxamide